N1C=NC2=C1C=CC(=C2)C2=C(C=CC(=C2)CCC)CO (2-(1H-benzimidazol-5-yl)-4-propylphenyl)methanol